(3S)-1-{4-[8-(Dimethylamino)-6-[(1R)-1-methyl-1,2,3,4-tetrahydroisoquinoline-2-carbonyl]imidazo[1,2-a]pyridin-2-yl]-3-fluorophenyl}pyrrolidine-3-carboxylic acid CN(C=1C=2N(C=C(C1)C(=O)N1[C@@H](C3=CC=CC=C3CC1)C)C=C(N2)C2=C(C=C(C=C2)N2C[C@H](CC2)C(=O)O)F)C